(4-(5-fluoro-2-(trifluoromethyl)phenyl)piperidin-1-yl)(5-(methylsulfonyl)-4,5,6,7-tetrahydro-1H-pyrazolo[4,3-c]pyridin-3-yl)methanone FC=1C=CC(=C(C1)C1CCN(CC1)C(=O)C1=NNC2=C1CN(CC2)S(=O)(=O)C)C(F)(F)F